COC=1C=C(CN)C=CC1OCCN1CCN(CC1)C1=CC=C(C=C1)OC 3-methoxy-4-{2-[4-(4-methoxyphenyl)piperazin-1-yl]Ethoxy}benzylamine